[1,1'-Biphenyl]-4-yl-(3-(3-cyclopropyl-1,2,4-thiadiazol-5-yl)-8-(2-(methylsulfonyl)ethyl)-5,6-dihydro-[1,2,4]triazolo[4,3-a]pyrazin-7(8H)-yl)methanone C1(=CC=C(C=C1)C(=O)N1C(C=2N(CC1)C(=NN2)C2=NC(=NS2)C2CC2)CCS(=O)(=O)C)C2=CC=CC=C2